ClC1=CC=C(C=N1)CN1C(C=CC=C1)=NC(C(F)(F)F)=O N-[1-[(6-chloropyridin-3-yl)methyl]pyridin-2-ylidene]-2,2,2-trifluoroacetamide